(R)-N-(4-(1-(3-(dimethylamino)propyl)-1H-pyrazol-4-yl)-2-sulfamoylphenyl)-9-methyl-6-oxo-6,7,8,9-tetrahydropyrido[3',2':4,5]pyrrolo[1,2-a]pyrazine-2-carboxamide CN(CCCN1N=CC(=C1)C1=CC(=C(C=C1)NC(=O)C=1C=CC=2C=C3N([C@@H](CNC3=O)C)C2N1)S(N)(=O)=O)C